4-[(2R)-3-(3,4-dihydro-1H-isoquinolin-2-yl)-2-hydroxy-propyl]-8-(3-oxa-8-azabicyclo[3.2.1]octane-8-carbonyl)-2,3-dihydro-1,4-benzoxazepin-5-one C1N(CCC2=CC=CC=C12)C[C@H](CN1CCOC2=C(C1=O)C=CC(=C2)C(=O)N2C1COCC2CC1)O